(R)-1-(4-(4-((1-(3-(1,1-difluoroethyl)-2-fluorophenyl)ethyl)amino)-2-methylpyridino[3,4-d]pyrimidin-6-yl)-4-hydroxypiperidin-1-yl)ethan-1-one FC(C)(F)C=1C(=C(C=CC1)[C@@H](C)NC=1C2=C(N=C(N1)C)C=NC(=C2)C2(CCN(CC2)C(C)=O)O)F